alpha-L-arabinopyranosyl-(1→6) beta-D-glucopyranoside O([C@H]1[C@H](O)[C@@H](O)[C@H](O)[C@H](O1)CO)[C@H]1[C@H](O)[C@@H](O)[C@@H](O)CO1